Ethyl-(E)-4-(trans-4-((tert-butoxycarbonyl)amino)cyclohexyl)but-2-ene C(C)C\C=C\C[C@@H]1CC[C@H](CC1)NC(=O)OC(C)(C)C